racemic-methyl 3-methyl-2-(2,2,7-trifluoro-3-oxo-6-(perfluorophenyl)-2,3-dihydro-4H-benzo[b][1,4]oxazin-4-yl)butanoate CC([C@H](C(=O)OC)N1C2=C(OC(C1=O)(F)F)C=C(C(=C2)C2=C(C(=C(C(=C2F)F)F)F)F)F)C |r|